1-(1,2,4-triazol-1-ylsulfonyl)piperazine N1(N=CN=C1)S(=O)(=O)N1CCNCC1